N4-(1-methyl-1H-pyrrolo[3,2-b]pyridin-5-yl)pyrimidine-4,6-diamine CN1C=CC2=NC(=CC=C21)NC2=NC=NC(=C2)N